2,6-bis(2,4-diethyloxyphenyl)-4-(4-(4-tert-butylphenyl)aminophenyl)pyridine C(C)OC1=C(C=CC(=C1)OCC)C1=NC(=CC(=C1)C1=CC=C(C=C1)NC1=CC=C(C=C1)C(C)(C)C)C1=C(C=C(C=C1)OCC)OCC